Di(2-ethylhexyl) 1,10-decanedicarboxylate C(CCCCCCCCCC(=O)OCC(CCCC)CC)C(=O)OCC(CCCC)CC